C1(CC1)C=1C=NC=CC1C1=NN2C(N(C3=C(C2=O)CN(C3=O)C(C)C)CC(=O)NC3=NC=C(C=C3)F)=C1 2-(2-(3-cyclopropylpyridin-4-yl)-6-isopropyl-5,8-dioxo-5,6,7,8-tetrahydro-4H-pyrazolo[1,5-a]pyrrolo[3,4-d]pyrimidin-4-yl)-N-(5-fluoropyridin-2-yl)acetamide